ClC=1C=C(C(=O)NC(C)C2=NC=CN=C2C2=NNC=N2)C=C(C1)C(F)(F)F 3-chloro-N-[1-[3-(1H-1,2,4-triazol-3-yl)pyrazin-2-yl]ethyl]-5-(trifluoromethyl)benzamide